CC=1C2=C(N=CN1)N(C=C2)[C@H]2[C@@H]([C@@H]([C@H](C2)OC2=NC=CC=1CCNCC21)O)O (1S,2S,3R,5S)-3-(4-methyl-7H-pyrrolo[2,3-d]pyrimidin-7-yl)-5-((5,6,7,8-tetrahydro-2,7-naphthyridin-1-yl)oxy)cyclopentane-1,2-diol